C(#N)C=1C=C(C(=O)NC2=C3N=CC=NC3=CC=C2)C=CC1OCC1CN(CC1)C 3-cyano-4-[(1-methylpyrrolidin-3-yl)methoxy]-N-(quinoxalin-5-yl)benzamide